N-(2,4-difluorophenyl)-5-iodo-1H-pyrrolo[2,3-b]pyridine-3-sulfonamide FC1=C(C=CC(=C1)F)NS(=O)(=O)C1=CNC2=NC=C(C=C21)I